rac-(1s,2r,4s)-4-(5-bromo-6-methoxy-2H-indazol-2-yl)-2-methylcyclohexane-1-ol BrC1=CC2=CN(N=C2C=C1OC)[C@@H]1C[C@H]([C@H](CC1)O)C |r|